C(#N)C1(CC1)C=1C=C(C(=NC1)NCC=1SC(=CC1C(=O)O)C(F)(F)F)S(=O)(=O)CC 2-[[[5-(1-cyanocyclopropyl)-3-ethylsulfonyl-2-pyridyl]amino]methyl]-5-(trifluoromethyl)thiophene-3-carboxylic acid